N[C@@H]1CC[C@H](CC1)NC=1C=2N(N=CC1/C(=N/C1=C(C=C(C=C1)O)CC)/N)C=C(C2)C=2C=NN(C2)C (Z)-4-[(trans-4-aminocyclohexyl)amino]-N'-(2-ethyl-4-hydroxy-phenyl)-6-(1-methyl-pyrazol-4-yl)pyrrolo[1,2-b]pyridazine-3-carboxamidine